FC=1C=C2C(=CN=C(C2=CC1F)OC)C(C)N(C(C1=CC(=C(C=C1)C(F)(F)F)F)=O)C N-(1-(6,7-difluoro-1-methoxyisoquinolin-4-yl)ethyl)-3-fluoro-N-methyl-4-(trifluoromethyl)benzamide